C(C(=C)C)(=O)OCCOC(CC(=O)C)=O Acetoacetoxyethyl methacrylat